benzylphenyl-(dimethylamino)phosphine chloride [Cl-].C(C1=CC=CC=C1)P(N(C)C)C1=CC=CC=C1